OC[C@@H](C(=O)O[C@H]1C[C@H]2C[C@H]([C@@H](C1)N2C)O)C2=CC=CC=C2 |&1:10| (1r,3S,5r,6rs)-6-hydroxy-8-methyl-8-azabicyclo[3.2.1]oct-3-yl (2S)-3-hydroxy-2-phenylpropionate